Methylenebis(methylphosphinic acid) C(P(O)(=O)C)P(O)(=O)C